FCCOC=1C=C2C(=NN(C2=CC1)C(C1=CC=CC=C1)(C1=CC=CC=C1)C1=CC=CC=C1)N 5-(2-Fluoroethoxy)-1-trityl-1H-indazol-3-amine